1-(phenylsulfonyl)-1H-pyrrole-3-carbaldehyde C1(=CC=CC=C1)S(=O)(=O)N1C=C(C=C1)C=O